FC(C1=C([C@@H](C2=C(N1)COC2=O)C=2C=NC=C(C2[C@@H](C)F)F)C(=O)OC)F methyl (R)-2-(difluoromethyl)-4-(5-fluoro-4-((R)-1-fluoroethyl) pyridin-3-yl)-5-oxo-1,4,5,7-tetrahydrofuro[3,4-b]pyridine-3-carboxylate